C(C)(C)N(C(C(=O)C1=CNC2=CC(=CC(=C12)OC)C)=O)C N-isopropyl-2-(4-methoxy-6-methyl-1H-indol-3-yl)-N-methyl-2-oxoacetamide